(S)-6'-(4-(2-hydroxy-1-phenylethylamino)-5-(1,3,4-oxadiazol-2-yl)pyrimidin-2-ylamino)-2,4-dihydro-3'H-spiro[benzo[b][1,4]dioxepine-3,1'-isobenzofuran]-3'-one OC[C@H](C1=CC=CC=C1)NC1=NC(=NC=C1C=1OC=NN1)NC1=CC=C2C(OC3(C2=C1)COC1=C(OC3)C=CC=C1)=O